[N-]=C=O.[N-]=C=O.BrC1=C(C(=C(C(=C1Br)C)Br)Br)C 2,3,5,6-tetrabromo-p-xylene diisocyanate